5-(4-aminophenyl)-6-methylpyridin-2(1H)-one NC1=CC=C(C=C1)C=1C=CC(NC1C)=O